C(C)(C)(C)OC([C@H](COC1=CC=C(C=C1)C=1C=CC=[N+](C1)C)ON1C(C2=CC=CC=C2C1=O)=O)=O 5-(4-((S)-3-(t-butoxy)-2-((1,3-dioxoisoindolin-2-yl)oxy)-3-oxopropoxy)phenyl)-1-methylpyridin-1-ium